COC1=NC2=CC(=CC(=C2N=C1)C=1SC2=C(N1)C=CC1=C2C[C@H](O1)CNS(=O)(=O)C)C (S)-N-((2-(2-methoxy-7-methylquinoxalin-5-yl)-7,8-dihydrobenzofuro[5,4-d]thiazol-7-yl)methyl)methanesulfonamide